C(C)(C)(C)P(C(C)(C)C)CC1C(CCC1C)CP(C(C)(C)C)C(C)(C)C 1,2-bis(di-t-butylphosphinomethyl)-5-methylcyclopentane